2-((2S)-1-Acryloyl-4-(7-(7-hydroxy-3,4-dihydroquinolin-1(2H)-yl)-2-(2-(pyrrolidin-1-yl)ethoxy)-5,6,7,8-tetrahydroquinazolin-4-yl)piperazin-2-yl)acetonitrile C(C=C)(=O)N1[C@H](CN(CC1)C1=NC(=NC=2CC(CCC12)N1CCCC2=CC=C(C=C12)O)OCCN1CCCC1)CC#N